aminobenzoic acid NC1C=CC(C(=O)O)=CC=1